N-[(2S,3R,4S)-2-[(3'-chloro-2,5'-difluoro-[1,1'-biphenyl]-3-yl)methyl]-4-fluoro-1-(oxetane-2-carbonyl)pyrrolidin-3-yl]-ethanesulfonamide ClC=1C=C(C=C(C1)F)C1=C(C(=CC=C1)C[C@@H]1N(C[C@@H]([C@@H]1NS(=O)(=O)CC)F)C(=O)C1OCC1)F